OCC1CCC(CC1)C=1OC2=C(N1)C=C(C(=C2)NC(=O)C2=NC(=CC=C2)C(F)(F)F)C(C)(C)O N-[2-[4-(hydroxymethyl)cyclohexyl]-5-(1-hydroxy-1-methyl-ethyl)-1,3-benzoxazol-6-yl]-6-(trifluoromethyl)pyridine-2-carboxamide